1-(3-(4,4-Dimethylpiperidin-1-yl)-4-nitrophenyl)-N,N-dimethylpiperidin-4-amine CC1(CCN(CC1)C=1C=C(C=CC1[N+](=O)[O-])N1CCC(CC1)N(C)C)C